5-(cyano(ethoxy(hydroxy)phosphoryl)methyl)benzo[b]thiophene-2-carboxylic acid C(#N)C(C1=CC2=C(SC(=C2)C(=O)O)C=C1)P(=O)(O)OCC